ClC=1C=C(C=C(C1)Cl)NC(=O)C1=NNC=N1 N-(3,5-dichlorophenyl)-1H-1,2,4-triazole-3-carboxamide